1-(allylthio)-3-methoxyisoquinoline C(C=C)SC1=NC(=CC2=CC=CC=C12)OC